N-methyl-N-(2-nitronaphthalen-1-yl)methanesulfonamide CN(S(=O)(=O)C)C1=C(C=CC2=CC=CC=C12)[N+](=O)[O-]